N',N-diphenyl-p-phenylenediamine C1(=CC=CC=C1)NC1=CC=C(C=C1)NC1=CC=CC=C1